3-(5-((1-(6-chloro-3-methyl-1H-indole-2-carbonyl)-4-hydroxypiperidin-4-yl)ethynyl)-1-oxoisoindolin-2-yl)piperidine-2,6-dione ClC1=CC=C2C(=C(NC2=C1)C(=O)N1CCC(CC1)(O)C#CC=1C=C2CN(C(C2=CC1)=O)C1C(NC(CC1)=O)=O)C